C(C)(C)(C)OC(=O)N1CC(C=2C1=C(N=NC2Cl)Cl)(C(F)(F)F)C 4,7-dichloro-3-methyl-3-(trifluoromethyl)-2,3-dihydro-1H-pyrrolo[2,3-d]pyridazine-1-carboxylic acid tert-butyl ester